7-bromo-3,5,6,7-tetrahydrocyclopenta[d]pyrimidin-4-one BrC1CCC2=C1N=CNC2=O